(2S)-4-bromo-2-(tert-butoxycarbonylamino)-butyric acid methyl ester COC([C@H](CCBr)NC(=O)OC(C)(C)C)=O